C1=CC=C(C=2C3=CC=CC=C3NC12)OC[C@@H](CNCCOC1=C(C=CC=C1)OC)O |r| (±)-1-(Carbazol-4-yloxy)-3-[[2-(o-methoxyphenoxy)ethyl]amino]-2-propanol